F[C@H]1C[C@H](N(C1)C(CN1CCC(CC1)N(C)C=1C=NC2=C(C=CC=C2C1)OC)=O)C#N (2S,4S)-4-fluoro-1-[2-[4-[(8-methoxy-3-quinolinyl)-methyl-amino]-1-piperidinyl]acetyl]pyrrolidine-2-carbonitrile